C(C)(C)(C)C1=NN2C(N(C=3N=CN(C3C2=O)CC)CC(=O)NC2=NC=C(C=C2)F)=C1 2-(6-(Tert-butyl)-1-ethyl-9-oxo-1,9-dihydro-4H-pyrazolo[1,5-a]purin-4-yl)-N-(5-fluoropyridin-2-yl)acetamide